N-(3-chloro-6-(3-fluoro-2-methylphenyl)imidazo[1,2-a]pyridin-2-yl)-2-fluorocyclopropane-1-carboxamide ClC1=C(N=C2N1C=C(C=C2)C2=C(C(=CC=C2)F)C)NC(=O)C2C(C2)F